N,4-dimethyl-2-o-tolylethynyl-benzenesulfonamide CNS(=O)(=O)C1=C(C=C(C=C1)C)C#CC1=C(C=CC=C1)C